N-Cyclohexyl-N'-phenyl-p-phenylendiamin C1(CCCCC1)NC1=CC=C(C=C1)NC1=CC=CC=C1